2-[3-[2-[[(R)-(2-fluorophenyl)-[(3S)-1,2,3,4-tetrahydropyrido[2,3-b]pyrazin-3-yl]methyl]amino]ethyl]phenyl]-2-methyl-propanoic acid FC1=C(C=CC=C1)[C@H]([C@@H]1CNC2=C(N1)N=CC=C2)NCCC=2C=C(C=CC2)C(C(=O)O)(C)C